6-bromo-3,4-dihydro-2H-1,2λ6,3-benzoxathiazine-2,2-dione BrC=1C=CC2=C(CNS(O2)(=O)=O)C1